O=C1N(CCC(N1)=O)C1=CC(=C(CN2CCN(CC2)CCNC(=O)C2=CC3=C(O2)C(C2=CC=CC=C2C3=O)=O)C=C1)F N-(2-(4-(4-(2,4-dioxotetrahydropyrimidin-1(2H)-yl)-2-fluorobenzyl)piperazin-1-yl)ethyl)-4,9-dioxo-4,9-dihydronaphtho[2,3-b]furan-2-carboxamide